FC(C=1C=C(CN2C=C(C=3C2=NC=CC3)/C=C(/C(=O)O[C@H](C(=O)OCC)C)\C#N)C=C(C1)C(F)(F)F)(F)F (S)-1-Ethoxy-1-oxopropan-2-yl (E)-3-(1-(3,5-bis(trifluoromethyl)benzyl)-1H-pyrrolo[2,3-b]pyridin-3-yl)-2-cyanoacrylate